5-(2-acetamidoimidazo[1,2-b]pyridazin-6-yl)-3-fluoro-2-methylbenzoic acid C(C)(=O)NC=1N=C2N(N=C(C=C2)C=2C=C(C(=C(C(=O)O)C2)C)F)C1